FC1=C(C(=CC(=C1)C=1C=NN(C1)C1=CC=C(C=C1)N1CCCC1)/C=N/C1=CC=CC=C1)O (E)-2-fluoro-6-((phenylimino)methyl)-4-(1-(4-(pyrrolidin-1-yl)phenyl)-1H-pyrazol-4-yl)phenol